BrC1=CC=C(C=N1)N(C(OCC1C2=CC=CC=C2C=2C=CC=CC12)=O)CCOC 9H-fluoren-9-ylmethyl N-(6-bromo-3-pyridyl)-N-(2-methoxyethyl)carbamate